C(=O)O.C(C)C1=C2C=CC(=CC2=CC=C1F)O 5-ethyl-6-fluoronaphthalene-2-ol formate salt